O1CCN(CC1)CCOC1=CC2=C(N(C=N2)C2=CC=C(C(=N2)N2N=C(C=C2)C(F)(F)F)C(C)=O)C=C1 1-[6-[5-(2-morpholinoethoxy)benzimidazol-1-yl]-2-[3-(trifluoromethyl)pyrazol-1-yl]-3-pyridinyl]ethanone